chloromaleic anhydride Cl/C=1/C(=O)OC(\C1)=O